2-bromo-5-(pentafluoro-lambda6-sulfanyl)benzoic acid BrC1=C(C(=O)O)C=C(C=C1)S(F)(F)(F)(F)F